tert-butyl 2-{[6-(methanesulfonylmethyl) pyridin-3-yl]amino}-5H,6H,7H,8H-pyrido[3,4-d]pyrimidine-7-carboxylate CS(=O)(=O)CC1=CC=C(C=N1)NC=1N=CC2=C(N1)CN(CC2)C(=O)OC(C)(C)C